5-(hydroxymethyl)benzene-1,3-diol OCC=1C=C(C=C(C1)O)O